N-{3-fluoro-4-[6-methoxy-7-(3-morpholinopropoxy)quinolin-4-oxy]phenyl}-7-(4-methoxyphenyl)pyrazolo[1,5-a]pyrimidine-5-carboxamide FC=1C=C(C=CC1OC1=CC=NC2=CC(=C(C=C12)OC)OCCCN1CCOCC1)NC(=O)C1=NC=2N(C(=C1)C1=CC=C(C=C1)OC)N=CC2